N1=NC=C2N1C=CC=N2 triazolo[1,5-a]pyrimidine